C(C)(C)(C)OC(=O)N1[C@@H]2[C@H](N(C[C@H]1CC2)C=2C1=C(N=C(N2)SC)C(=NC=C1Br)OC)CO (1S,2S,5R)-3-(5-bromo-8-methoxy-2-(methylthio)pyrido[3,4-d]pyrimidin-4-yl)-2-(hydroxymethyl)-3,8-diazabicyclo[3.2.1]octane-8-carboxylic acid tert-butyl ester